(S)-2-(2-isobutylphenyl)pyrrolidine hydrochloride Cl.C(C(C)C)C1=C(C=CC=C1)[C@H]1NCCC1